N-acetyl-aminoethanoate C(C)(=O)NCC(=O)[O-]